FC(C=1C2=CN(N=C2C(=C(C1)C1=CC=C(C=C1)[C@H]1[C@@H](CN(CC1)CC)F)C)C(C(=O)OCC)C1=C2N(C=N1)C[C@@H](C2)F)F ethyl 2-[4-(difluoromethyl)-6-[4-[(3S,4S)-1-ethyl-3-fluoro-4-piperidyl]phenyl]-7-methyl-indazol-2-yl]-2-[(6R)-6-fluoro-6,7-dihydro-5H-pyrrolo[1,2-c]imidazol-1-yl]acetate